(S)-4-(1-(5-(cyclopropanesulfonimidoyl)-4-methylpyridin-2-yl)-5-hydroxy-3-methyl-1H-pyrazol-4-yl)benzonitrile C1(CC1)[S@@](=O)(=N)C=1C(=CC(=NC1)N1N=C(C(=C1O)C1=CC=C(C#N)C=C1)C)C